1-(2-(5-(6-fluoropyridin-3-yl)isoindolin-2-yl)-2-oxoethyl)-1H-1,2,4-triazole-3-carbonitrile FC1=CC=C(C=N1)C=1C=C2CN(CC2=CC1)C(CN1N=C(N=C1)C#N)=O